3-(5-amino-8-(1-ethyl-1H-pyrazol-5-yl)-2-((3-fluoropyridin-2-yl)methyl)-[1,2,4]triazolo[1,5-c]pyrimidin-7-yl)benzonitrile NC1=NC(=C(C=2N1N=C(N2)CC2=NC=CC=C2F)C2=CC=NN2CC)C=2C=C(C#N)C=CC2